(S)-N-(3-(1-((4-methyl-4H-1,2,4-triazol-3-yl)thio)ethyl)phenyl)thiomorpholine-4-carboxamide CN1C(=NN=C1)S[C@@H](C)C=1C=C(C=CC1)NC(=O)N1CCSCC1